C(C)OC(C(CC1=NC(=CC=C1)C=1SC=C(N1)CO)(C)C)=O 3-(6-(4-(hydroxymethyl)thiazol-2-yl)pyridin-2-yl)-2,2-dimethylpropanoic acid ethyl ester